CC([O-])CC.C(C)CC(CC(=O)[O-])=O.C(C)CC(CC(=O)[O-])=O.C(C)CC(CC(=O)[O-])=O.[Zr+4] zirconium tri(ethyl acetoacetate) mono-sec-butoxide